COC1CCC(CC1)NC=1N=CC2=C(N1)C(=CN=C2NC(C2=CC=CC=C2)=O)C2=CC=C(C=C2)C(=O)N2CCN(CC2)C N-(2-(((1R,4R)-4-methoxycyclohexyl)amino)-8-(4-(4-methylpiperazine-1-carbonyl)phenyl)pyrido[4,3-d]pyrimidin-5-yl)benzamide